Cl.CN1N=C(C2=CC=CC(=C12)N1CCC(CC1)CC1CCNCC1)C1C(NC(CC1)=O)=O 3-(1-methyl-7-(4-(piperidin-4-ylmethyl)piperidin-1-yl)-1H-indazol-3-yl)piperidine-2,6-dione hydrochloride salt